6-((1S,4S)-2-Oxa-5-azabicyclo[2.2.1]heptan-5-yl)-N-(2-((R)-4-cyano-thiazolidin-3-yl)-2-oxoethyl)quinoline-4-carboxamide [C@@H]12OC[C@@H](N(C1)C=1C=C3C(=CC=NC3=CC1)C(=O)NCC(=O)N1CSC[C@H]1C#N)C2